1-methylbicyclo[2.2.1]heptane-2,3-Dicarboxylic anhydride CC12C3C(C(CC1)C2)C(=O)OC3=O